Cl.ClCC=1C(=NC=C(C1)C1=CC(=C(C=C1)F)OC(F)F)C 3-(chloromethyl)-5-(3-(difluoromethoxy)-4-fluorophenyl)-2-methylpyridine hydrochloride